(3S,4R)-N-(4-chloro-2-methyl-phenyl)-3-methyl-piperidin-4-amine ClC1=CC(=C(C=C1)N[C@H]1[C@H](CNCC1)C)C